4-(5,5-difluoro-4-hydroxy-4-methyl-3-(trifluoromethyl)-5,6-dihydro-cyclopenta[b]pyrrol-1(4H)-yl)-2-hydroxybenzonitrile FC1(C(C2=C(N(C=C2C(F)(F)F)C2=CC(=C(C#N)C=C2)O)C1)(C)O)F